ClCCCOC(=O)OC=1C=C(C=CC1)C1CCC(CC1)OC[C@@H]1N([C@@H](C[C@@H]1N(CC1=CC=C(C=C1)OC)S(N(C)C)(=O)=O)C)C(=O)OCCCCl 3-chloropropyl (2R,3S,5R)-2-(((4-(3-(((3-chloropropoxy)carbonyl)oxy)phenyl) cyclohexyl)oxy)methyl)-3-((N,N-dimethylsulfamoyl)(4-methoxybenzyl)amino)-5-methylpyrrolidine-1-carboxylate